ClC=1C=C(C2=C(N1)N(C=C2)C2CCCC2)C=O C6-chloro-1-cyclopentyl-1H-pyrrolo[2,3-b]pyridine-4-carbaldehyde